5-(((1S,2R,3R,4R,5S)-2,3-diacetoxy-4-((6-(trifluoromethyl)pyridin-2-yl)amino)-6,8-dioxabicyclo[3.2.1]octan-1-yl)methoxy)pentanoic acid C(C)(=O)O[C@H]1[C@@]2(CO[C@H]([C@@H]([C@H]1OC(C)=O)NC1=NC(=CC=C1)C(F)(F)F)O2)COCCCCC(=O)O